C(C1=CC=CC=C1)N1C[C@@H]([C@H](CC1)C(=O)O)C=1SC=CC1 (3R,4S)-(3R,4S)-1-benzyl-3-(2-thienyl)piperidine-4-carboxylic acid